C(C1=CC=CC=C1)(=O)O[C@@H]1[C@H]([C@@H]2OC(OC[C@H]2O[C@H]1SCC)C1=CC=CC=C1)OC(C1=CC=CC=C1)=O (4aR,6S,7R,8S,8aR)-6-(ethylthio)-2-phenylhexahydropyrano[3,2-d][1,3]dioxine-7,8-diyl dibenzoate